cyclooctadienedimethanol C1(C=CC=CCCC1)(CO)CO